1,4-Bis(4-pyridyl)benzene N1=CC=C(C=C1)C1=CC=C(C=C1)C1=CC=NC=C1